N-[4-(9-bromo-5-chloro-7-methylsulfanyl-1,3-dihydrofuro[3,4-f]quinolin-4-yl)-3-cyano-7-fluoro-benzothien-2-yl]carbamic acid tert-butyl ester C(C)(C)(C)OC(NC=1SC2=C(C1C#N)C(=CC=C2F)C2=C1C(=C3C(=CC(=NC3=C2Cl)SC)Br)COC1)=O